[Cl-].C(C)(C)N1CN(C=C1)C(C)C 1,3-diisopropyl-imidazole chloride